3-(2-(3-(4-aminopyrido[3,2-d]pyrimidin-6-yl-2-d)phenyl)oxazol-5-yl)-3-hydroxy-1-methylpyrrolidin-2-one NC=1C2=C(N=C(N1)[2H])C=CC(=N2)C=2C=C(C=CC2)C=2OC(=CN2)C2(C(N(CC2)C)=O)O